COC1=NC(=CC(=N1)C=1C=NC(=NC1)NCC1(CC(C1)F)C1=NC=CC=C1F)OC [5-(2,6-dimethoxypyrimidin-4-yl)pyrimidin-2-yl]{[3-fluoro-1-(3-fluoro(2-pyridyl))cyclobutyl]methyl}amine